C(C1=CC=CC=C1)OC[C@]1(C(C1)(F)F)CO (R)-(1-((benzyl-oxy)methyl)-2,2-difluorocyclopropyl)methanol